4-(4-((2-(methylsulfonyl)pyrimidin-5-yl)methoxy)phenyl)-N-((1-phenylpyrrolidin-3-yl)methyl)-1H-imidazole-1-carboxamide CS(=O)(=O)C1=NC=C(C=N1)COC1=CC=C(C=C1)C=1N=CN(C1)C(=O)NCC1CN(CC1)C1=CC=CC=C1